ClC=1N(N=C2C1N=NN(C2=O)C2CCOCC2)CC2=C(C=CC=C2F)F 7-chloro-6-(2,6-difluorobenzyl)-3-(tetrahydro-2H-pyran-4-yl)-3,6-dihydro-4H-pyrazolo[4,3-d][1,2,3]triazin-4-one